1-(4-bromophenyl)-3-methoxy-1H-pyrazole BrC1=CC=C(C=C1)N1N=C(C=C1)OC